2-butyl-4,7-dichloro-3-methyl-imidazo[4,5-d]pyridazine C(CCC)C=1N(C=2C(=C(N=NC2Cl)Cl)N1)C